NC1(OC2=CC(=CC=C2C(C1)=O)N)C1=CC=CC=C1 2,7-diaminoflavone